CC1=C(N=C2N(C1=O)C=C(C=C2[C@@H](C)NC2=C(C(=O)O)C=CC=C2)C)NC[C@@H]2COCC2 2-(((R)-1-(3,7-dimethyl-4-oxo-2-((((R)-tetrahydrofuran-3-yl)methyl)amino)-4H-pyrido[1,2-a]pyrimidin-9-yl)ethyl)amino)benzoic acid